C(C1CCC(CC1)N=C=O)C1CCC(CC1)N=C=O methylenebis-(4-cyclohexyl)isocyanate